ClC1=CC2=C(C(=N1)C=1C(=NC=NC1OC)C1CC1)N=CN2C2OCCCC2 6-chloro-4-(4-cyclopropyl-6-methoxypyrimidin-5-yl)-1-(tetrahydro-2H-pyran-2-yl)-1H-imidazo[4,5-c]pyridine